O=S1(NC2(CN(C2)C(=O)N2CC3(C2)CC(C3)CC=3C=C(C(=NC3)C(F)(F)F)C#N)CC1)=O 5-[[2-(6,6-dioxo-6lambda6-thia-2,5-diazaspiro[3.4]octane-2-carbonyl)-2-azaspiro[3.3]heptan-6-yl]methyl]-2-(trifluoromethyl)pyridine-3-carbonitrile